C(C)(C)(C)N(C(O)=O)C1=NC2=C(N1)C=CC(=C2)C2=NNC(C1=CC=C(C=C21)F)=O.C2(CCCC2)CC(C2=CC=C(C=C2)F)C2=CC=NC=C2 4-(2-cyclopentyl-1-(4-fluorophenyl)ethyl)pyridine tert-Butyl-(5-(7-fluoro-4-oxo-3,4-dihydrophthalazin-1-yl)-1H-benzimidazol-2-yl)carbamate